NC=1C(=NC(=CN1)C=1C=NN(C1)C1CCN(CC1)CCCN1CCN(CC1)C(=O)OC(C)(C)C)C(=O)O[C@@H](C(=O)NC1=CC=C(C=C1)F)C1=C(C=CC=C1)Cl (R)-1-(2-chlorophenyl)-2-((4-fluorophenyl)amino)-2-oxoethyl 3-amino-6-(1-(1-(3-(4-(tert-butoxycarbonyl)piperazin-1-yl)propyl)piperidin-4-yl)-1H-pyrazol-4-yl)pyrazine-2-carboxylate